[C@H]12CN(C[C@H](CC1)N2)C=2C1=C(N=C(N2)OC[C@H]2N(CCC2)C)CN(CC1)C1=CC(=C(C2=CC=CC=C12)Br)O 4-(4-((1R,5S)-3,8-diazabicyclo[3.2.1]octan-3-yl)-2-(((S)-1-methylpyrrolidin-2-yl)methoxy)-5,6-dihydropyrido[3,4-d]pyrimidin-7(8H)-yl)-1-bromonaphthalen-2-ol